ClC=1C=NC(=NC1)N1N=C(N=C1[C@H](C)NC1=NC=NC2=C(C=C(C=C12)C(F)F)C1CC1)C N-[(1S)-1-[2-(5-chloropyrimidin-2-yl)-5-methyl-1,2,4-triazol-3-yl]ethyl]-8-cyclopropyl-6-(difluoromethyl)quinazolin-4-amine